3-[2-({1-[6-(difluoromethoxy)(2-pyridyl)]-isopropyl}amino)pyrimidin-5-yl]benzamide FC(OC1=CC=CC(=N1)C(C)(C)NC1=NC=C(C=N1)C=1C=C(C(=O)N)C=CC1)F